C1(CCCCC1)C1=NOC(=N1)C1CCN(CC1)C=1SC2=C(C(N1)=O)C(=C(C=C2[N+](=O)[O-])C(F)(F)F)C 2-(4-(3-cyclohexyl-1,2,4-oxadiazol-5-yl)piperidin-1-yl)-5-methyl-8-nitro-6-(trifluoromethyl)-4H-benzo[e][1,3]thiazin-4-one